CNC1=C(C=C(C(=O)O)C=C1Br)Br 4-methylamino-3,5-dibromobenzoic acid